N-(3-cyano-4-fluorophenyl)-1,2,4-trimethyl-5-(2-(4-methylpiperazin-1-yl)-2-oxoacetyl)-1H-pyrrole-3-carboxamide C(#N)C=1C=C(C=CC1F)NC(=O)C1=C(N(C(=C1C)C(C(=O)N1CCN(CC1)C)=O)C)C